C(#N)C1=CC(=CC2=C1SC(=C2)C=2SC(=C(N2)C)C(=O)O)C2(OCCO2)C 2-(7-Cyano-5-(2-methyl-1,3-dioxolan-2-yl)benzo[b]thiophen-2-yl)-4-methylthiazole-5-carboxylic acid